CN1N=C2C(=CC(=CC2=C1)B1OC(C(O1)(C)C)(C)C)C#N 2-methyl-5-(4,4,5,5-tetramethyl-1,3,2-dioxaborolan-2-yl)-2H-indazole-7-carbonitrile